BrC1=NC(=NN1CC1=CC=C(C=C1)C1=NOC(=N1)C(F)(F)F)OC 3-[4-[(5-bromo-3-methoxy-1,2,4-triazol-1-yl)methyl]phenyl]-5-(trifluoromethyl)-1,2,4-oxadiazole